BrC1=CC(=C(C=2C=COC21)OCC(=O)OCCCC)CO butyl 2-((7-bromo-5-(hydroxymethyl)benzofuran-4-yl)oxy)acetate